ONC(=O)C=1C(=CC2=CN(N=C2C1)CC1=CC=CC=C1)F 2-benzyl-5-fluoro-2H-indazole-6-carboxylic acid hydroxyamide